Cyclopropanecarboxylic acid {5-[4-(1,1-dioxo-1-thiomorpholine-4-carbonyl)-phenyl]-[1,2,4]triazolo[1,5-a]pyridin-2-yl}-amide O=S1(CCN(CC1)C(=O)C1=CC=C(C=C1)C1=CC=CC=2N1N=C(N2)NC(=O)C2CC2)=O